FC=1C(=CC(=NC1)C)C=1NC2=CC=C(C=C2C1C(C)C)C1CCN(CC1)C1COC1 2-(5-fluoro-2-methylpyridin-4-yl)-3-isopropyl-5-(1-(oxetan-3-yl)piperidin-4-yl)-1H-indole